COC1=C(C=C(C=C1)[N+](=O)[O-])N1N=NC(=C1)C1N(CCC1)C(=O)OC(C)(C)C tert-butyl 2-[1-(2-methoxy-5-nitrophenyl)-1H-1,2,3-triazol-4-yl]pyrrolidine-1-carboxylate